Racemic-N-(4-carbamoyl-2-methoxy-phenyl)(2'R,3R,3'S,5'S)-6-chloro-3'-(3-chloro-2-fluoro-phenyl)-5'-(3-fluoro-2,2-dimethyl-propyl)-2-oxo-spiro[indoline-3,4'-pyrrolidine]-2'-carboxamide C(N)(=O)C1=CC(=C(C=C1)NC(=O)[C@@H]1N[C@H]([C@]2([C@H]1C1=C(C(=CC=C1)Cl)F)C(NC1=CC(=CC=C12)Cl)=O)CC(CF)(C)C)OC |r|